O([C@H]1[C@H](O)[C@@H](O)[C@H](O)[C@H](O1)CO)C1[C@H](O)[C@@H](O)[C@H](O)[C@H](O1)CO D-glucopyranosyl-(1->2) β-D-glucopyranoside